C1(=CC=C(C=C1)C1=NC(=NC(=N1)C1=CC=C(C=C1)Br)C1=CC=CC=C1)C1=CC=CC=C1 ([1,1'-biphenyl]-4-yl)-4-(4-bromophenyl)-6-phenyl-1,3,5-triazine